C1C[C@H]([C@H](O[C@@H]1CN)O[C@@H]2[C@H](C[C@H]([C@@H]([C@H]2O)O[C@@H]3[C@@H]([C@H]([C@@H]([C@H](O3)CO)O)N)O)NC(=O)[C@H](CCN)O)N)N The molecule is a kanamycin that is kanamycin B bearing an N-(2S)-4-amino-2-hydroxybutyryl group on the aminocyclitol ring. It has a role as an antimicrobial agent, a protein synthesis inhibitor, an antibacterial agent and an antibacterial drug. It is a member of kanamycins and an aminoglycoside. It derives from a kanamycin B.